[15N3]-deoxycytidine [C@@H]1(C[C@H](O)[C@@H](CO)O1)[15N]1C(=O)[15N]=C([15NH2])C=C1